1-(4-(4-((2-(2,3-dihydrobenzo[b][1,4]dioxin-6-yl)pyrrolidin-1-yl)methyl)phenyl)piperazin-1-yl)ethan-1-one O1C2=C(OCC1)C=C(C=C2)C2N(CCC2)CC2=CC=C(C=C2)N2CCN(CC2)C(C)=O